O1C=C(C=C1)C(=O)NC=1C=C2C(=CNC2=CC1)C=1CCN(CC1)CCC 5-(3-furoyl)amino-3-(1-propyl-1,2,3,6-tetrahydropyridin-4-yl)-1H-indole